CO\C(\C(=O)OC)=C/OC (Z)-Methyl 2,3-dimethoxyacrylate